(S)-tert-butyl 3-{5-[(2-amino-2,4-dimethylpentyl)oxy]-6-(difluoromethyl)pyridin-2-yl}-5-methyl-1H-pyrrolo[2,3-b]pyridine-1-carboxylate N[C@](COC=1C=CC(=NC1C(F)F)C1=CN(C2=NC=C(C=C21)C)C(=O)OC(C)(C)C)(CC(C)C)C